propyl ether iodate I(=O)(=O)O.C(CC)OCCC